(S)- and (R)-1-(6-(1H-imidazol-1-yl)-1H-indol-3-yl)-2-((4-fluorophenethyl)amino)-2-phenylethan-1-one N1(C=NC=C1)C1=CC=C2C(=CNC2=C1)C([C@H](C1=CC=CC=C1)NCCC1=CC=C(C=C1)F)=O |r|